C1(CC1)N(C(=O)C=1N=C2N(N1)[C@@H](C[C@@H]2F)C2=CC=CC=C2)CC(F)F |r| rac-(5S,7S)-N-Cyclopropyl-N-(2,2-difluoroethyl)-7-fluoro-5-phenyl-6,7-dihydro-5H-pyrrolo[1,2-b][1,2,4]triazol-2-carboxamid